2-({3-[(E)-2-{5-[(diethylamino)methyl]pyridin-2-yl}vinyl]-1H-indazol-6-yl}thio)-5-fluoro-N-methylbenzamide C(C)N(CC)CC=1C=CC(=NC1)/C=C/C1=NNC2=CC(=CC=C12)SC1=C(C(=O)NC)C=C(C=C1)F